FC(OC=1C=2N(C=C(C1)OC)C1=C(N2)C(CCC1)=O)F 4-(difluoromethoxy)-2-methoxy-8,9-dihydrobenzo[4,5]imidazo[1,2-a]pyridin-6(7H)-one